2,3,6,7,8,9,10,11,12,13,14,15,16,17-tetradecahydro-1H-cyclopenta[a]phenanthren-3-yl 3-aminopyrrolidine-1-carboxylate NC1CN(CC1)C(=O)OC1CCC2C3CCC4CCCC4C3CCC2=C1